C(C)N1C=NC(=C1C1=CC=C(C=C1)Br)C1=CC=C(C=C1)Br 1-ethyl-4,5-bis(4-bromophenyl)imidazole